2-[(2's,4r)-6-bromo-2'-fluoro-1-oxospiro[3H-isoquinoline-4,1'-cyclopropan]-2-yl]-N-(5-methylpyrimidin-2-yl)acetamide BrC=1C=C2C(=CC1)C(N(C[C@]21[C@H](C1)F)CC(=O)NC1=NC=C(C=N1)C)=O